1,3-oxazolin O1C=NCC1